CC1=C(C=C(C=C1)C)S(=O)(=O)NC=1C=C(C(=O)NC2=NC=CN=C2)C=CC1 3-((2,5-dimethylphenyl)sulfonamido)-N-(pyrazin-2-yl)benzamide